C(C)(=O)[C@]1([C@@]([C@]([C@@](O[C@@H]1CO)(N=C(C(Cl)(Cl)Cl)[O-])C(C)=O)(O)C(C)=O)(O)C(C)=O)O tetraacetyl-β-D-galactosyl-trichloroacetimidat